F[C@H]1C[C@H](N2N=C(N=C21)S(=O)(=O)C2(CC2)CO)C2=CC=CC=C2 [1-[[(5S,7S)-7-fluoro-5-phenyl-6,7-dihydro-5H-pyrrolo[1,2-b][1,2,4]triazol-2-yl]sulfonyl]cyclopropyl]methanol